C(C1=CC=C(C=C1)C(C(C)(C)O)=O)C1=CC=C(C=C1)C(C(C)(O)C)=O 1'-(methylene-bis-4,1-phenylene)bis(2-hydroxy-2-methyl-1-propanone)